P(=O)(OCCOC(C=C)=O)([O-])[O-] acryloyloxyethyl phosphoate